C1(CC1)N1C(=NC(=C1)C(F)(F)F)C1=CC=C(C=C1)CN1C(C(=CC2=C1N=C(N=C2)C=2C(=NC=NC2OC)C2CC2)C2CCNCC2)=O 8-({4-[1-cyclopropyl-4-(trifluoromethyl)imidazol-2-yl]phenyl}methyl)-2-(4-cyclopropyl-6-methoxypyrimidin-5-yl)-6-(piperidin-4-yl)pyrido[2,3-d]pyrimidin-7-one